tert-butyl 4-chloro-13-(methoxymethyl)-2,3,7,10-tetrazatricyclo[7.4.0.02,6]trideca-1(9),3,5,7-tetraene-10-carboxylate ClC1=NN2C=3C(CCN(C3C=NC2=C1)C(=O)OC(C)(C)C)COC